N-2-hydroxyethyl-N,N,N-trimethylammonium OCC[N+](C)(C)C